C(C1=CC=CC=C1)(=O)OCCC(COS(=O)(=O)Cl)(C)C 4-((chlorosulfonyl) oxy)-3,3-dimethylbutyl benzoate